ClC=1C(=CC2=C([C@@H](C[C@@H](O2)C(=O)NC23CC(C2)(C3)C3=NC=NC(=C3)OCCCOC(F)(F)F)O)C1)F (2R,4R)-6-chloro-7-fluoro-4-hydroxy-N-(3-{6-[3-(trifluoromethoxy)propoxy]pyrimidin-4-yl}bicyclo[1.1.1]pentan-1-yl)-3,4-dihydro-2H-1-benzopyran-2-carboxamide